C1(=CC(=CC=C1)C[C@@H]1N(CC2(CC2)[C@@H]1NS(=O)(=O)C)C(C(C)C)=O)C1=CC=CC=C1 N-((6s,7s)-6-([1,1'-biphenyl]-3-ylmethyl)-5-isobutyryl-5-azaspiro[2.4]heptan-7-yl)methanesulfonamide